tert-butyl 4-(6-{8-fluoro-2-methylimidazo[1,2-a]pyridin-6-yl}-4-oxothieno[3,2-d]pyrimidin-3-yl)piperazine-1-carboxylate FC=1C=2N(C=C(C1)C1=CC=3N=CN(C(C3S1)=O)N1CCN(CC1)C(=O)OC(C)(C)C)C=C(N2)C